C(C)(C)(C)C=1C=C(C=C(C1O)C(C)(C)C)CC(C(=O)N)CCCCCCC(C(=O)N)CC1=CC(=C(C(=C1)C(C)(C)C)O)C(C)(C)C hexamethylenebis[3-(3,5-di-tert-butyl-4-hydroxyphenyl)propanamide]